FC1(CCC(CC1)C1=NC=CC(=C1NC(=O)C=1C=NC(=NC1)N1OCCC1)C1=C(C=CC(=C1)F)F)F N-(2-(4,4-difluorocyclohexyl)-4-(2,5-difluorophenyl)pyridin-3-yl)-2-(isoxazolidin-2-yl)pyrimidine-5-carboxamide